C(C1=CC=CC=C1)OC1=CC=C(C=C1)B1OC(C(O1)(C)C)(C)C 2-(4-(benzyloxy)phenyl)-4,4,5,5-tetra-methyl-1,3,2-dioxaborolane